CC1=CC=CC(=N1)C1=NNC=C1C1=NC2=CC(=CN=C2C=C1)N1C[C@@H](NCC1)COC |r| 2-[3-(6-methyl-2-pyridyl)-1H-pyrazol-4-yl]-7-[rac-(3R)-3-(methoxymethyl)piperazin-1-yl]-1,5-naphthyridine